(8-oxabicyclo[3.2.1]octane-3-yl)(6-(3-methyl-1H-pyrrolo[2,3-b]pyridin-5-yl)-8-[(R)-morpholin-3-yl]-3,4-Dihydroisoquinolin-2(1H)-yl)-methanone C12CC(CC(CC1)O2)C(=O)N2CC1=C(C=C(C=C1CC2)C=2C=C1C(=NC2)NC=C1C)[C@H]1NCCOC1